((5'-methyl-4-propyl-1',2',3',4'-tetrahydro-[1,1'-biphenyl]-2,6-diyl)bis(oxy))bis(methylene) bis(2,2-dimethylpropanoate) CC(C(=O)OCOC1=CC(=CC(=C1C1CCCC(=C1)C)OCOC(C(C)(C)C)=O)CCC)(C)C